C(C=CCCCCCCCCC)(=O)[O-].[Zn+2].C(C=CCCCCCCCCC)(=O)[O-] zinc 2-dodecenate